ClC1=CC2=C(N(CN(C2=O)C2=C(NC(C=C2)=O)C)C2=C(C=C(C=C2)F)C)N=C1Cl 6,7-dichloro-1-(4-fluoro-2-methylphenyl)-3-(2-methyl-6-oxo-1,6-dihydropyridin-3-yl)-2,3-dihydropyrido[2,3-d]pyrimidin-4(1H)-one